FC1=CC(=C(C=C1[N+](=O)[O-])NC1=NC=C(C=N1)OC)OC N-(4-fluoro-2-methoxy-5-nitrophenyl)-5-methoxypyrimidin-2-amine